N=1CN(C=CC1)COC(NCC1=CC=C(C=C1)C(=O)C1=C(C=CC=C1)N)=O [4-(2-amino-phenylcarbonyl)-benzyl]-carbamic acid pyrimidin-3-ylmethyl ester